methyl 3-carbamoyl-3-(4-iodo-phenylamino)-cyclobutanecarboxylate C(N)(=O)C1(CC(C1)C(=O)OC)NC1=CC=C(C=C1)I